C1(=CC=CC=C1)OC(=O)N1C[C@@H](CC=C1)\C=C\CCC Phenyl-(S,E)-3-(pent-1-en-1-yl)-3,4-dihydropyridine-1(2H)-carboxylate